N1(CCC1)CC[C@]1(OCCN(C1)CC=1C=CC(=NC1)NC1=NC=C(C(=N1)C=1C=C(C2=C(N(C(=N2)C)C(C)C)C1)F)F)C (R)-N-(5-((2-(2-(azetidin-1-yl)ethyl)-2-methylmorpholino)methyl)pyridin-2-yl)-5-fluoro-4-(4-fluoro-1-isopropyl-2-methyl-1H-benzo[d]imidazol-6-yl)pyrimidin-2-amine